1-(4-(5-(difluoromethyl)-1,3,4-oxadiazole-2-yl)-2-fluorobenzyl)-5-(1-(2-hydroxyacetyl)piperidine-4-yl)-3-(1-methylpiperidine-4-yl)-1,3-dihydro-2H-benzo[d]imidazole-2-one FC(C1=NN=C(O1)C1=CC(=C(CN2C(N(C3=C2C=CC(=C3)C3CCN(CC3)C(CO)=O)C3CCN(CC3)C)=O)C=C1)F)F